(2S,4S)-4-fluoro-1-[2-[4-[(7-methoxy-3-quinolyl)amino]-1-piperidyl]acetyl]pyrrolidine-2-carbonitrile F[C@H]1C[C@H](N(C1)C(CN1CCC(CC1)NC=1C=NC2=CC(=CC=C2C1)OC)=O)C#N